(S)-5-(2-phenyl-5-(1H-pyrazol-1-yl)-3H-imidazo[4,5-b]pyridin-3-yl)-2,3-dihydro-1H-inden-1-amine C1(=CC=CC=C1)C1=NC=2C(=NC(=CC2)N2N=CC=C2)N1C=1C=C2CC[C@@H](C2=CC1)N